BrC=1C=C2C=3N(C4=NN=C(N4C3C=NC2=CC1)CC)C1=CC=C(C=C1)C(C#N)(C)C 2-(4-{4-bromo-12-ethyl-8,11,13,14,16-pentaazatetracyclo-[8.6.0.02,7.011,15]Hexadec-1(10),2,4,6,8,12,14-heptaen-16-yl}phenyl)-2-methylpropanenitrile